6-((6-((6-(hydroxyamino)-6-oxohexyl)oxy)-7-methoxyquinazolin-4-yl)oxy)-N-isopropyl-2-methylbenzofuran-3-carboxamide ONC(CCCCCOC=1C=C2C(=NC=NC2=CC1OC)OC1=CC2=C(C(=C(O2)C)C(=O)NC(C)C)C=C1)=O